6-methyl-N-(3-(N-(3-(trifluoromethyl)phenyl)sulfamoyl)phenyl)picolinamide CC1=CC=CC(=N1)C(=O)NC1=CC(=CC=C1)S(NC1=CC(=CC=C1)C(F)(F)F)(=O)=O